N1=C(C=CC=C1)C1=NC2=CC=C(C=C2C(N1)=O)OCCCC1=CC=NC=C1 2-pyridin-2-yl-6-(3-pyridin-4-yl-propoxy)-3H-quinazolin-4-one